5-chloro-4-methoxy-1H-indole-2-carboxylic acid ClC=1C(=C2C=C(NC2=CC1)C(=O)O)OC